N-((5-(2-aminophenyl)-1-(tetrahydro-2H-pyran-2-yl)-1H-pyrazol-3-yl)methyl)-2-methoxybenzamide NC1=C(C=CC=C1)C1=CC(=NN1C1OCCCC1)CNC(C1=C(C=CC=C1)OC)=O